NC1=C(SC2=NC(=CC=C21)C)C(=O)N[C@H]2CC1=C(C=C(C(=C1CC2)C#N)N2C[C@@H]([C@H](C2)OC)N)F 3-amino-N-[(2R)-6-[(3S,4S)-3-amino-4-methoxypyrrolidin-1-yl]-5-cyano-8-fluoro-1,2,3,4-tetrahydronaphthalen-2-yl]-6-methylthieno[2,3-b]pyridine-2-carboxamide